C1(=CC=CC=C1)[C@@H]1N(C(OC1([2H])[2H])=O)C(\C=C\C1=C(C=CC=C1)OC1=CC=CC=C1)=O (S,E)-4-phenyl-3-(3-(2-phenoxyphenyl)acryloyl)oxazolidin-2-one-5,5-d2